(1S,3S,4S)-p-Menthane-3,8-diol [C@H]1(C[C@@H]([C@H](CC1)C(C)(C)O)O)C